lithium 6-{[(R)-3-(tert-butoxycarbonylamino)-1-piperidyl]methyl}-2-pyridinecarboxylate C(C)(C)(C)OC(=O)N[C@H]1CN(CCC1)CC1=CC=CC(=N1)C(=O)[O-].[Li+]